(4-{[2-(cyclopropanecarboxamido)pyridin-4-yl]oxy}-3-fluorophenyl)-1-(2,4-dichlorophenyl)-4-methyl-5-oxo-4,5-dihydro-1H-1,2,4-triazole-3-carboxamide C1(CC1)C(=O)NC1=NC=CC(=C1)OC1=C(C=C(C=C1)NC(=O)C1=NN(C(N1C)=O)C1=C(C=C(C=C1)Cl)Cl)F